BrC1=CC(=CC=C1)CC(C)C 1-bromo-3-isobutylbenzene